N-(5-chloropyridin-2-yl)-1,1,1-trifluoro-N-((trifluoromethyl)sulfonyl)methanesulfonamide tert-butyl-(tert-butoxycarbonyl)(4,6-dichloropyrimidin-2-yl)carbamate C(C)(C)(C)C=1C(=NC(=NC1Cl)N(C(O)=O)C(=O)OC(C)(C)C)Cl.ClC=1C=CC(=NC1)N(S(=O)(=O)C(F)(F)F)S(=O)(=O)C(F)(F)F